(R or S)-N-[2-(1-methyl-2-oxo-1,2-dihydropyridin-3-yl)-3-{[(CIS)-4-phenylcyclohexyl]oxy}propyl]methanesulfonamide CN1C(C(=CC=C1)[C@H](CNS(=O)(=O)C)CO[C@@H]1CC[C@@H](CC1)C1=CC=CC=C1)=O |o1:7|